C(C1=CC=CC=C1)OC(=O)N1C[C@@H](CC1)N(C1CC1)C(=O)OC(C)(C)C.NC1=C(C=C(OC23CC4C(C(CC(C2)C4)C3)=O)C=C1)OC 5-(4-amino-3-methoxyphenoxy)adamantan-2-one benzyl-(3R)-3-[(tert-butoxycarbonyl)(cyclopropyl)amino]pyrrolidine-1-carboxylate